3-(5-Isopropylcyclohex-1-en-1-yl)propanal C(C)(C)C1CCC=C(C1)CCC=O